5-chloro-2-(4-ethylthiazol-5-yl)-4-tetrahydropyran-4-yl-1H-pyrimidin-6-one ClC1=C(N=C(NC1=O)C1=C(N=CS1)CC)C1CCOCC1